2-(2-bromophenoxy)ethoxy-tert-butyl-dimethyl-silane BrC1=C(OCCO[Si](C)(C)C(C)(C)C)C=CC=C1